1-(2,6-dichloro-9-ethyl-9H-purin-8-yl)ethanone ClC1=NC(=C2N=C(N(C2=N1)CC)C(C)=O)Cl